C(C)(C)OCCC1=C(C(=O)O)C=CC(=C1)OC[C@@H](CNC(C)C)O |r| 2-isopropoxyethyl-4-[[(2RS)-2-hydroxy-3-(isopropylamino)propyl]oxy]benzoic acid